dimethylaminobutyl-acrylamide CN(C)CCCCC(C(=O)N)=C